CC(CCCCC(=O)OCC(O)CO)(C)C glycerol trimethylhexanoate